(1-benzylpiperidin-4-yl)methyl 2-(3-((3-aminopropyl)carbamoyl)phenyl)-2-hydroxy-2-phenylacetate diformate C(=O)O.C(=O)O.NCCCNC(=O)C=1C=C(C=CC1)C(C(=O)OCC1CCN(CC1)CC1=CC=CC=C1)(C1=CC=CC=C1)O